6-(8-(benzo[d]thiazol-2-ylcarbamoyl)-1-methyl-3,4-dihydroisoquinolin-2(1H)-yl)-3-(5-methyl-1-((1-methylcyclohexyl)methyl)-1H-pyrazol-4-yl)picolinic acid methyl ester COC(C1=NC(=CC=C1C=1C=NN(C1C)CC1(CCCCC1)C)N1C(C2=C(C=CC=C2CC1)C(NC=1SC2=C(N1)C=CC=C2)=O)C)=O